2-[5-(2-methyl-4-pyridyl)pyrazolo[3,4-b]pyridin-1-yl]-N-(5-pyrazin-2-yl-2-pyridyl)acetamide CC1=NC=CC(=C1)C=1C=C2C(=NC1)N(N=C2)CC(=O)NC2=NC=C(C=C2)C2=NC=CN=C2